(4-bromo-2-methyl-1,2-dihydroisoquinolin-1-yl)-2,2,4,4,8,8-hexamethyltetrahydro-[1,3]dioxolo[4,5-e][1,3,2]dioxaphosphepine 6-oxide BrC1=CN(C(C2=CC=CC=C12)C12C(C(OP(OC1(C)C)=O)(C)C)OC(O2)(C)C)C